hydroxyvaleric acid butyrate C(CCC)(=O)O.OC(C(=O)O)CCC